(S)-N-(5-acetyl-4,5,6,7-tetrahydrothiazolo[5,4-c]pyridin-2-yl)-1-cyanopyrrolidine-3-carboxamide C(C)(=O)N1CC2=C(CC1)N=C(S2)NC(=O)[C@@H]2CN(CC2)C#N